(3S)-piperidin-3-ylmethanol N1C[C@H](CCC1)CO